S1C=NC2=C1C=C(C=C2)C2=NC(=NC=C2F)NC2=CC=C(C=N2)N2CCN(CC2)C(=O)OC(C)(C)C tert-butyl 4-(6-((4-(benzothiazole-6-yl)-5-fluoropyrimidine-2-yl)amino)pyridine-3-yl)piperazine-1-carboxylate